NC1(CC1)C1=CC(=NC2=CC=CC=C12)C1=CC(=NN1)C(=O)N(C)C 5-(4-(1-aminocyclopropyl)quinolin-2-yl)-N,N-dimethyl-1H-pyrazole-3-carboxamide